[Br].[Cl].[Pb].[Cs].C1(=CC=CC=C1)CCN phenylethylamine cesium lead chlorine bromine